2-{5-(2-Chloropyrimidin-4-yl)-4-[3-(2,5-difluoro-benzenesulfonylamino)-2-fluorophenyl]-thiazol-2-yl}-piperidine-1-carboxylic acid tert-butyl ester C(C)(C)(C)OC(=O)N1C(CCCC1)C=1SC(=C(N1)C1=C(C(=CC=C1)NS(=O)(=O)C1=C(C=CC(=C1)F)F)F)C1=NC(=NC=C1)Cl